2-(1-N-methyl-5-[(tert-butoxy)carbonyl]-4H,5H,6H,7H-pyrazolo[1,5-a]pyrazine-3-amidocyclopropyl)pyridine-3-carboxylic acid CN1CC(=C2N1CCN(C2)C(=O)OC(C)(C)C)C(=O)NC2(CC2)C2=NC=CC=C2C(=O)O